CN1N=NC(=C1NC(O[C@H](C)C=1C(=NC=CC1)OC)=O)C1=NC(=C(C=C1)NS(=O)(=O)C)C (R)-1-(2-methoxy-pyridin-3-yl)ethyl (1-methyl-4-(6-methyl-5-(methyl-sulfonamido)pyridin-2-yl)-1H-1,2,3-triazol-5-yl)carbamate